N-(3-(4'-((3-hydroxyoxetan-3-yl)methoxy)-4,5,5',6'-tetrahydro-2H-spiro[furan-3,8'-pyrano[3,4-b]pyridin]-2'-yl)-1-methyl-1H-pyrrolo[2,3-c]pyridin-5-yl)acetamide OC1(COC1)COC1=C2C(=NC(=C1)C1=CN(C3=CN=C(C=C31)NC(C)=O)C)C3(OCC2)COCC3